(4-vinyl)-4'-chlorotrityl-triphenylmethane azide [N-]=[N+]=[N-].C(=C)C1=CC=C(C(C2=CC=C(C=C2)Cl)(C2=CC=CC=C2)C(C2=CC=CC=C2)(C2=CC=CC=C2)C2=CC=CC=C2)C=C1